diketooxirane O=C1C(O1)=O